ethyl 2-[(5-cyclopropyl-6-{[(2Z)-3-{[2-(trimethylsilyl)ethoxy]methyl}-2,3-dihydro-1,3-benzothiazol-2-ylidene]amino}pyridazin-3-yl)(methyl)amino]-1,3-thiazole-4-carboxylate C1(CC1)C=1C=C(N=NC1\N=C\1/SC2=C(N1COCC[Si](C)(C)C)C=CC=C2)N(C=2SC=C(N2)C(=O)OCC)C